CN(CCN1C(C(=C(C=C1)C=1C2=C(C(N(C1)C)=O)NC=C2)OC2=C(C=CC=C2C)C)=O)C 4-(1-(2-(dimethylamino)ethyl)-3-(2,6-dimethylphenoxy)-2-oxo-1,2-dihydropyridin-4-yl)-6-methyl-1,6-dihydro-7H-pyrrolo[2,3-c]pyridin-7-one